monoammonium acetate C(C)(=O)[O-].[NH4+]